2-{6-[methyl-(1-propylpiperidin-4-yl)amino][1,3]thiazolo[4,5-c]pyridazin-3-yl}-5-(1H-pyrazol-4-yl)phenol CN(C=1SC2=C(N=NC(=C2)C2=C(C=C(C=C2)C=2C=NNC2)O)N1)C1CCN(CC1)CCC